FC1=C(C(=CC=C1)OC)C1=C(C=NC(=C1)C)C(=O)NC=1SC(=NN1)OC 4-(2-fluoro-6-methoxyphenyl)-N-(5-methoxy-1,3,4-thiadiazol-2-yl)-6-methylpyridine-3-carboxamide